rac-methyl 7-bromo-2-((1S*,2S*)-2-(4-methylpyrimidin-2-yl)cyclopropyl)quinoline-4-carboxylate BrC1=CC=C2C(=CC(=NC2=C1)[C@@H]1[C@H](C1)C1=NC=CC(=N1)C)C(=O)OC |r|